Methyl 4-((3-((tert-butoxycarbonyl)amino)propyl)amino)-3H-pyrazolo[3,4-c]quinoline-7-carboxylate C(C)(C)(C)OC(=O)NCCCNC1=NC=2C=C(C=CC2C2=C1NN=C2)C(=O)OC